(R)-3-(1-((6-(2-(4-(20-azido-3,6,9,12,15,18-hexaoxaicosanoyl)piperazin-1-yl)pyrimidin-5-yl)-3-chloro-7-fluoro-2-methyl-1,5-naphthyridin-4-yl)amino)ethyl)-4-fluorobenzonitrile N(=[N+]=[N-])CCOCCOCCOCCOCCOCCOCC(=O)N1CCN(CC1)C1=NC=C(C=N1)C=1N=C2C(=C(C(=NC2=CC1F)C)Cl)N[C@H](C)C=1C=C(C#N)C=CC1F